C(#N)C1=CC=C(/C(=N/NC2=CC=CC=C2)/Cl)C=C1 (Z)-4-cyano-N-phenylbenzohydrazonoyl chloride